dimethyl 2-methoxy-[1,1'-biphenyl]-4,4'-dicarboxylate COC1=C(C=CC(=C1)C(=O)OC)C1=CC=C(C=C1)C(=O)OC